CN1N=NN=C1\C(\C1=CC=CC=C1)=N/OCC1=CC=CC(=N1)NC(OCCC#C)=O but-3-yn-1-yl {6-[({[(Z)-(1-methyl-1H-tetrazol-5-yl)(phenyl)methylene]amino}oxy)methyl]pyridin-2-yl}carbamate